FORMYL-3-PYRIDINEACETONITRILE C(=O)C1=NC=CC=C1CC#N